2'-azido-2'-deoxy-cytidine triphosphate P(O)(=O)(OP(=O)(O)OP(=O)(O)O)OC[C@@H]1[C@H]([C@H]([C@@H](O1)N1C(=O)N=C(N)C=C1)N=[N+]=[N-])O